8-phenyl-3,8-diazabicyclo[3.2.1]octane C1(=CC=CC=C1)N1C2CNCC1CC2